C(C1=CC=CC=C1)OCC1=NSC(=N1)C1=NC=C2N1C=CN=C2C 3-((benzyloxy)methyl)-5-(8-methylimidazo[1,5-a]pyrazin-3-yl)-1,2,4-thiadiazole